6-(1H-pyrazol-1-yl)pyrazolo[1,5-a]pyrazine-3-carboxylic acid N1(N=CC=C1)C=1N=CC=2N(C1)N=CC2C(=O)O